ClC=1C=CC=C(C1C(C)=O)Cl 1-(3',5'-dichlorobenzene-4-yl)ethanone